[N+](#[C-])C1=C(C=CC=C1)C1=CC=C(C=C1)SC (2'-isocyano-[1,1'-biphenyl]-4-yl)(methyl)sulfane